ClC=1C=C(C=CC1F)N1C=C(C=2C(C(CCC12)(F)F)O)C(F)(F)F 1-(3-chloro-4-fluorophenyl)-5,5-difluoro-3-(trifluoromethyl)-4,5,6,7-tetrahydro-1H-indol-4-ol